thio-diglycolic acid C(COCC(=O)O)(=S)O